3,4-difluorobenzenesulfonamide FC=1C=C(C=CC1F)S(=O)(=O)N